7-hydroxy-4,6-dimethyl-2H-chromen-2-one OC1=C(C=C2C(=CC(OC2=C1)=O)C)C